1-(4-fluoro-2-methylphenyl)-3-(2-methyl-6-oxo-1,6-dihydropyridin-3-yl)-7-(2,2,2-trifluoroethoxy)-2,3-dihydroquinazolin-4(1H)-one FC1=CC(=C(C=C1)N1CN(C(C2=CC=C(C=C12)OCC(F)(F)F)=O)C1=C(NC(C=C1)=O)C)C